3-[[4-[2-(3-chloroanilino)pyrimidin-4-yl]pyridin-2-yl]amino]propan-1-ol ClC=1C=C(NC2=NC=CC(=N2)C2=CC(=NC=C2)NCCCO)C=CC1